C(C)(C)(C)N(C(C1=CC(=CC(=C1)C(F)(F)F)C(F)(F)F)=O)Cl N-(tert-butyl)-N-chloro-3,5-bis(trifluoromethyl)benzamide